1-(4-((7-methoxy-4-((2-methoxy-5-(3-methylthiophen-2-yl)phenyl)amino)quinazolin-6-yl)oxy)piperidin-1-yl)prop-2-en-1-one COC1=C(C=C2C(=NC=NC2=C1)NC1=C(C=CC(=C1)C=1SC=CC1C)OC)OC1CCN(CC1)C(C=C)=O